C(C)(C)OC(=O)C1=C(C2=CC=CC=C2C=C1)C1C2C3C4C=CC(C3C(C1)C2)C4 8-(i-propoxycarbonylnaphthyl)-tetracyclo[4.4.0.12,5.17,10]-3-dodecene